C12(C(CCCC1)O2)C(=O)[O-] Epoxycyclohexancarboxylate